1-(6-chloropyridin-3-yl)cyclobutan-1-ol ClC1=CC=C(C=N1)C1(CCC1)O